ClC1=C(C(=O)O)C=CC(=C1)NC(C(C1=CC=CC=C1)NC(C=CC1=C(C(=CC=C1N1N=CN=N1)Cl)F)=O)=O 2-chloro-4-(2-(3-(3-chloro-2-fluoro-6-(2H-tetrazol-2-yl)phenyl)acrylamido)-2-phenylacetylamino)benzoic acid